FC(C1=NN=C(O1)C1=CC(=C(CN(C(=O)N2CCS(CC2)(=O)=O)C2=CC=CC=C2)C=C1)F)F N-(4-(5-(difluoromethyl)-1,3,4-oxadiazol-2-yl)-2-fluorobenzyl)-N-phenylthiomorpholine-4-carboxamide 1,1-dioxide